Silver-sodium [Na].[Ag]